NC(CS(=O)N=C=O)C 2-aminopropyl-thionylisocyanate